CN1C=NC=C(C1=O)C1=CC=C(C=C1)C1(CC1)NC(=O)C=1N=C2N(N1)[C@@H](CC2)C2=CC=CC=C2 (S)-N-(1-(4-(1-methyl-6-oxo-1,6-dihydropyrimidin-5-yl)phenyl)cyclopropyl)-5-phenyl-6,7-dihydro-5H-pyrrolo[1,2-b][1,2,4]triazole-2-carboxamide